1-{4-[4-({(1R)-1-[3-(difluoromethyl)-2-fluorophenyl]ethyl}amino)-2,7-dimethylpyrido[2,3-d]pyrimidin-6-yl]piperidin-1-yl}ethan-1-one FC(C=1C(=C(C=CC1)[C@@H](C)NC=1C2=C(N=C(N1)C)N=C(C(=C2)C2CCN(CC2)C(C)=O)C)F)F